1,2,3-oxathiazolidine-3-carboxylate 2,2-dioxide O1S(N(CC1)C(=O)[O-])(=O)=O